O=C1NC(CC[C@@H]1N1C(C2=CC=C(C=C2C1)N1CCN(CC1)CC1CCN(CC1)C1CCN(CC1)C(=O)OC(C)(C)C)=O)=O tert-butyl 4-[4-[[4-[2-[(3S)-2,6-dioxo-3-piperidyl]-1-oxo-isoindolin-5-yl]piperazin-1-yl]methyl]-1-piperidyl]piperidine-1-carboxylate